9-[(2R,3S,4R,5R)-4-[(tert-butyldimethylsilyl)oxy]-3-fluoro-5-(hydroxymethyl)oxolan-2-yl]-2-{[(4-methoxyphenyl)diphenyl-methyl]amino}-1H-purin-6-one [Si](C)(C)(C(C)(C)C)O[C@H]1[C@@H]([C@@H](O[C@@H]1CO)N1C=2N=C(NC(C2N=C1)=O)NC(C1=CC=CC=C1)(C1=CC=CC=C1)C1=CC=C(C=C1)OC)F